C(=O)C1=CC=2N(C(=C(C2S1)C(C)C)C=1C=C(C=2N(C1)N=CN2)C)C(=O)OC(C)(C)C tert-butyl 2-formyl-6-isopropyl-5-(8-methyl-[1,2,4]triazolo[1,5-a]pyridin-6-yl)thieno[3,2-b]pyrrole-4-carboxylate